5-hydroxy-N,5-diphenyl-octahydrocyclopenta[c]pyrrole-2-carboxamide OC1(CC2C(CN(C2)C(=O)NC2=CC=CC=C2)C1)C1=CC=CC=C1